(S)-2-(3-(5-((1-acryloylpyrrolidin-2-yl)methoxy)-6-aminopyrimidin-4-yl)-5-fluoro-2-methylphenyl)-7,7-dimethyl-3,4,7,8-tetrahydro-2H-cyclopenta[4,5]pyrrolo[1,2-a]pyrazin-1(6H)-one C(C=C)(=O)N1[C@@H](CCC1)COC=1C(=NC=NC1N)C=1C(=C(C=C(C1)F)N1C(C=2N(CC1)C1=C(C2)CC(C1)(C)C)=O)C